CN(C)CC1=CN=C2N1C=C(C=C2)C2=C(OCCC=1C(=NN(C1C)C)C(C)=O)C=C(C=C2)F 1-(4-(2-(2-(3-((dimethylamino)methyl)imidazo[1,2-a]pyridine-6-yl)-5-fluorophenoxy)ethyl)-1,5-dimethyl-1H-pyrazol-3-yl)ethan-1-one